(3R,4R)-1-cyclohexyl-4-{[5-(2,4-difluoro-phenyl)-isoxazole-3-carbonyl]-amino}-piperidine-3-carboxylic acid (3-ethyl-[1,2,4]oxadiazol-5-ylmethyl)-amide C(C)C1=NOC(=N1)CNC(=O)[C@@H]1CN(CC[C@H]1NC(=O)C1=NOC(=C1)C1=C(C=C(C=C1)F)F)C1CCCCC1